1,5-O-dinonanoyl-xylitol C(CCCCCCCC)(=O)C([C@H](O)[C@@H](O)[C@H](O)COC(CCCCCCCC)=O)O